C(CCCCCCCCCCCCCCC)NC(CCC(=O)OC(C(=O)O)CCCNS(=O)(=O)C1=CC=C(C=C1)[N+](=O)[O-])=O 2-((4-(hexadecylamino)-4-oxobutanoyl)oxy)-5-((4-nitrophenyl)sulfonamido)pentanoic acid